4-[[2-(2-Chlorophenyl)acetyl]amino]-N-(2-fluoro-1,1-dimethylethyl)pyridin ClC1=C(C=CC=C1)CC(=O)NC1=CCN(C=C1)C(CF)(C)C